perfluoro-naphthyridine FC1=NC2=NC(=C(C(=C2C(=C1F)F)F)F)F